NC1=CC(N(N=C1)C)=O 5-amino-2-methylpyridazin-3(2H)-one